OC1=CC=C(C=C1)C1=C(C(=CC=C1)COC=1C=C(C(=C2CCCC12)CN1C(CC1)CO)OCC=1C=NC=C(C#N)C1)C 5-(((7-((4'-hydroxy-2-methyl-[1,1'-biphenyl]-3-yl)methoxy)-4-((2-(hydroxymethyl)azetidin-1-yl)methyl)-2,3-dihydro-1H-inden-5-yl)oxy)methyl)nicotinonitrile